(3,4-difluoro-5-methoxyphenyl)boronic acid FC=1C=C(C=C(C1F)OC)B(O)O